Cl.Cl.CN(C1CNC1)C 3-(dimethylamino)azetidine dihydrochloride